Cl.N1NNNCCCCCC1 tetraazacyclodecane hydrochloride